C[C@@H]1N[C@@H](C[C@@H](C1)C1=CC=C(C=C1)C(F)(F)F)C=1N=NN(C1)C (2S,4R,6S)-2-methyl-6-(1-methyl-1H-1,2,3-triazol-4-yl)-4-(4-(trifluoromethyl)phenyl)piperidine